C(C)C1NCC12CCCC2 1-ethyl-2-azaspiro[3.4]octane